CC1(CCCC1)O 1-methyl-cyclopentanol